C(C)OC1=C(C(=CC(=C1)C1(OCCO1)C)OCC)C(C(F)(F)F)=O 1-[2,6-diethoxy-4-(2-methyl-1,3-dioxolan-2-yl)phenyl]-2,2,2-trifluoroethane-1-one